(2R)-1-methylpyrrolidine-2-formaldehyde CN1[C@H](CCC1)C=O